ClC(C)[Si](OCCC)(OCCC)OCCC 1-chloroethyltri-n-propoxysilane